7,7',7'',7'''-(pyrene-1,3,6,8-tetrayl)tetrakis(9,9-dimethyl-9H-fluorene-2-carboxylic acid) C1(=CC(=C2C=CC3=C(C=C(C4=CC=C1C2=C34)C3=CC=C4C=2C=CC(=CC2C(C4=C3)(C)C)C(=O)O)C3=CC=C4C=2C=CC(=CC2C(C4=C3)(C)C)C(=O)O)C3=CC=C4C=2C=CC(=CC2C(C4=C3)(C)C)C(=O)O)C3=CC=C4C=2C=CC(=CC2C(C4=C3)(C)C)C(=O)O